CN(\C=C/C(=O)C1COCCC1)C (Z)-3-(dimethylamino)-1-(tetrahydro-2H-pyran-3-yl)prop-2-en-1-one